5-(4-((4-(4-amino-3-(4-phenoxyphenyl)-1H-pyrazolo[3,4-d]pyrimidin-1-yl)-3-fluorocyclohexyl)methyl)-2,6-dimethylpiperazin-1-yl)-2-(2,6-dioxopiperidin-3-yl)-6-fluoroisoindoline NC1=C2C(=NC=N1)N(N=C2C2=CC=C(C=C2)OC2=CC=CC=C2)C2C(CC(CC2)CN2CC(N(C(C2)C)C=2C=C1CN(CC1=CC2F)C2C(NC(CC2)=O)=O)C)F